Butane-2,3-diol CC(C(C)O)O